2-([1,1'-biphenyl]-4-ylmethyl)acrylic acid C1(=CC=C(C=C1)CC(C(=O)O)=C)C1=CC=CC=C1